CC1=NC=C(C(=N1)OCCOC1OCCCC1)N methyl-4-[2-(tetrahydro-2H-pyran-2-yloxy)ethoxy]pyrimidin-5-amine